[N+](=O)([O-])C1=C(C=NC=C1)C(CC(=O)OCC)=O ethyl 3-(4-nitropyridin-3-yl)-3-oxopropanoate